C(#N)C=1N=CC(=NC1)NC1=CC(=C(N=N1)C(NC)=O)NCC1(CCN(CC1)C(=O)OC(C)(C)C)F tert-butyl 4-((6-(5-cyanopyrazin-2-ylamino)-3-(methylcarbamoyl) pyridazin-4-ylamino) methyl)-4-fluoropiperidine-1-carboxylate